6-Amino-3-((1S,3S)-4'-chloro-3-(3-methyl-1H-pyrazol-1-yl)-1',2'-dihydrospiro[cyclopentane-1,3'-pyrrolo[2,3-b]pyridin]-5'-yl)-2-fluoro-N,N-dimethylbenzamide NC1=CC=C(C(=C1C(=O)N(C)C)F)C=1C(=C2C(=NC1)NC[C@@]21C[C@H](CC1)N1N=C(C=C1)C)Cl